5-(4-((2,4-Dimethylthiazol-5-yl)methoxy)phenyl)-2-oxo-6-(trifluoromethyl)-1,2-dihydropyridine-3-carboxamide CC=1SC(=C(N1)C)COC1=CC=C(C=C1)C=1C=C(C(NC1C(F)(F)F)=O)C(=O)N